9-(3-fluoro-4-methylphenyl)-3,4-dihydropyrido[2,1-c][1,2,4]thiadiazine 2,2-dioxide FC=1C=C(C=CC1C)C1=CC=CN2C1=NS(CC2)(=O)=O